(S)-N-((S)-1-(2-Chlorophenyl)-2-((3,3-difluorocyclobutyl)amino)-2-oxoethyl)-1-(4-cyanopyridin-2-yl)-N-(3-(2-hydroxyethyl)phenyl)-5-oxopyrrolidine-2-carboxamide ClC1=C(C=CC=C1)[C@@H](C(=O)NC1CC(C1)(F)F)N(C(=O)[C@H]1N(C(CC1)=O)C1=NC=CC(=C1)C#N)C1=CC(=CC=C1)CCO